1-(3-bromo-5-(4-fluoro-2,6-dimethylphenoxy)phenyl)cyclopropanol BrC=1C=C(C=C(C1)OC1=C(C=C(C=C1C)F)C)C1(CC1)O